Cl.C1(CC1)N1CCN(CC1)C1CCNCC1 1-cyclopropyl-4-(Piperidin-4-yl)piperazine hydrochloride